COC=1C(=CC=2C3=C(C=NC2C1)N(C(N3C3=C(C=NC=C3)C)=O)C)C=3C=NN(C3)C 7-Methoxy-3-methyl-8-(1-methyl-1H-pyrazol-4-yl)-1-(3-methylpyridin-4-yl)-1,3-dihydroimidazo[4,5-c]quinolin-2-one